C(C)OC(=O)C1=COC2=C1C=C(C(=C2)N2CCN(CC2)C(=O)OC(C)(C)C)C tert-butyl 4-(3-(ethoxycarbonyl)-5-methylbenzofuran-6-yl)piperazine-1-carboxylate